3-Fluoro-5-methyl-2-[4-[[(3R)-1-methyl-3-piperidyl]amino]pyrrolo[1,2-d][1,2,4]triazin-1-yl]phenol FC=1C(=C(C=C(C1)C)O)C=1C=2N(C(=NN1)N[C@H]1CN(CCC1)C)C=CC2